methyl 4-((3-(5-ethyl-1-((2-(trimethylsilyl)ethoxy)methyl)-1H-pyrazol-3-yl)imidazo[1,2-b]pyridazin-6-yl)amino)bicyclo[2.2.2]octane-1-carboxylate C(C)C1=CC(=NN1COCC[Si](C)(C)C)C1=CN=C2N1N=C(C=C2)NC21CCC(CC2)(CC1)C(=O)OC